C1(=CC=C(C=C1)C[C@H](C[C@H](C(=O)OCC)C)NC(CCC(=O)N[C@@H](CCCCN)C(=O)OC(C)(C)C)=O)C1=CC=CC=C1 tert-butyl (4-(((2S,4R)-1-([1,1'-biphenyl]-4-yl)-5-ethoxy-4-methyl-5-oxopentan-2-yl)amino)-4-oxobutanoyl)-L-lysinate